tert-butyl 4-(4-{4-[2-fluoro-3-(propane-1-sulfonamido)phenyl]-3-(pyridin-4-yl)pyrazol-1-yl}phenyl)piperazine-1-carboxylate FC1=C(C=CC=C1NS(=O)(=O)CCC)C=1C(=NN(C1)C1=CC=C(C=C1)N1CCN(CC1)C(=O)OC(C)(C)C)C1=CC=NC=C1